6-(4,4-Difluoro-1-hydroxycyclohexyl)-2-(1-methyl-1H-imidazol-5-yl)pyrimidine-4-carboxylic acid hydrochloride Cl.FC1(CCC(CC1)(O)C1=CC(=NC(=N1)C1=CN=CN1C)C(=O)O)F